9,9-bis[4-(4-amino-2-methylphenoxy)-3-n-propylphenyl]fluorene NC1=CC(=C(OC2=C(C=C(C=C2)C2(C3=CC=CC=C3C=3C=CC=CC23)C2=CC(=C(C=C2)OC2=C(C=C(C=C2)N)C)CCC)CCC)C=C1)C